α-bromoacetanilide BrCC(=O)NC1=CC=CC=C1